CN(C(OC(C)(C)C)=O)[C@@H]1[C@@H](N(CCC1)C1=C2C(=NC=C1)N(C=C2C=2C=NC=NC2)COCC[Si](C)(C)C)C tert-butyl N-methyl-N-[(cis)-2-methyl-1-[3-pyrimidin-5-yl-1-(2-trimethylsilylethoxymethyl)pyrrolo[2,3-b]pyridin-4-yl]-3-piperidyl]carbamate